C(C(C)C)N(S(=O)(=O)C1=CC=C(OCC(=O)OC(C)(C)C)C=C1)CC(=O)OC tert-butyl 2-(4-(N-isobutyl-N-(2-methoxy-2-oxoethyl)sulfamoyl)phenoxy)acetate